((1R,5S,6r)-6-(4-methylthiazol-2-yl)-3-(3-(pyrazolo[1,5-a]pyridin-4-yl)-1H-pyrazolo[3,4-b]pyrazin-6-yl)-3-azabicyclo[3.1.0]hexan-6-yl)methanamine CC=1N=C(SC1)C1([C@H]2CN(C[C@@H]12)C1=CN=C2C(=N1)NN=C2C=2C=1N(C=CC2)N=CC1)CN